ClC=1C2=C(NC(C1C=O)=O)C=CS2 7-chloro-5-oxo-4,5-dihydrothieno[3,2-b]pyridine-6-carbaldehyde